3-(5-(((1R,2S)-2-((2,3-dihydro-1H-inden-2-yl)amino)cyclohexyl)methyl)-1-oxoisoindolin-2-yl)piperidine-2,6-dione C1C(CC2=CC=CC=C12)N[C@@H]1[C@H](CCCC1)CC=1C=C2CN(C(C2=CC1)=O)C1C(NC(CC1)=O)=O